[O-2].[V+3].[O-2].[O-2].[V+3] Vanadium(III) oxid